4-(3-fluoro-4-(trifluoromethyl)phenyl)-1-(3-(pyridin-4-yl)-1H-pyrazol-5-yl)piperidin-2-one FC=1C=C(C=CC1C(F)(F)F)C1CC(N(CC1)C1=CC(=NN1)C1=CC=NC=C1)=O